cyclopropyl-(3-nitrophenyl)methanone C1(CC1)C(=O)C1=CC(=CC=C1)[N+](=O)[O-]